6-[2-methoxy-5-(4,4,5,5-tetramethyl-1,3,2-dioxaborolan-2-yl)phenyl]phthalazin-1-amine trifluoroacetic Acid Salt FC(C(=O)O)(F)F.COC1=C(C=C(C=C1)B1OC(C(O1)(C)C)(C)C)C=1C=C2C=NN=C(C2=CC1)N